ClC1=C(C=CC=C1Cl)N1[C@@H](CN(CC1)CC[C@@H]1CC[C@H](CC1)NC(CC(C)(C)O)=O)C N-(trans-4-(2-((R)-4-(2,3-dichlorophenyl)-3-methylpiperazin-1-yl)ethyl)cyclohexyl)-3-hydroxy-3-methylbutanamide